C1(CC1)C1=C(C(=NC=N1)O)C=1N=CC=2OCCN(C2N1)CC1=CC=C(C=C1)C=1N(C=C(N1)C(F)(F)F)C 6-cyclopropyl-5-(8-(4-(1-methyl-4-(trifluoromethyl)-1H-imidazol-2-yl)benzyl)-7,8-dihydro-6H-pyrimido[5,4-b][1,4]oxazin-2-yl)pyrimidin-4-ol